3-[1-(4-chlorophenyl)pyrazol-3-yl]bicyclo[1.1.1]pentan-1-amine ClC1=CC=C(C=C1)N1N=C(C=C1)C12CC(C1)(C2)N